3-bromo-2-(5-fluoropyridin-2-yl)-6,6-dimethyl-6,7-dihydro-5H-pyrazolo[5,1-b][1,3]oxazine BrC=1C(=NN2C1OCC(C2)(C)C)C2=NC=C(C=C2)F